N-(4-Bromophenyl)-4-methylpiperazine-1-carboxamide CN1CCN(CC1)C(=O)NC2=CC=C(C=C2)Br